N1-([2,2'-bipyridin]-5-yl)-N3,N3-dimethylpropane-1,3-diamine N1=C(C=CC(=C1)NCCCN(C)C)C1=NC=CC=C1